CC1=NN(C(=C1)C)C=1C=CC(N(N1)C1CCN(CC1)S(=O)(=O)C1=C(C=CC=C1)F)=O 6-(3,5-dimethylpyrazol-1-yl)-2-[1-(2-fluorophenyl)sulfonylpiperidin-4-yl]pyridazin-3-one